1-(4-((tert-butoxycarbonyl)amino)butyl)-2-(2-methoxyethyl)-1H-Imidazolo[4,5-d]thiophene C(C)(C)(C)OC(=O)NCCCCN1C(=NC2=C1C=CS2)CCOC